C(C)(C)(C)OC(N[C@@H]1CC[C@H](CC1)C=1SC(=CN1)C1=C(C=C(C=C1)N)S(NCC)(=O)=O)=O trans-N-[4-[5-[4-amino-2-(ethylsulfamoyl)phenyl]thiazol-2-yl]cyclohexyl]carbamic acid tert-butyl ester